tert-Butyl 4-carbamoyl-4-cyanopiperidine-1-carboxylate C(N)(=O)C1(CCN(CC1)C(=O)OC(C)(C)C)C#N